4-(6-chloro-3-fluoro-4-iodopyridin-2-yl)morpholine ClC1=CC(=C(C(=N1)N1CCOCC1)F)I